tert-Butyl ((1-((2-(3,5-dichlorophenyl)-6-((6-(4-(2,2,2-trifluoroacetyl)piperazin-1-yl)pyridin-3-yl)oxy)pyridin-4-yl)methyl)piperidin-4-yl)methyl)carbamate ClC=1C=C(C=C(C1)Cl)C1=NC(=CC(=C1)CN1CCC(CC1)CNC(OC(C)(C)C)=O)OC=1C=NC(=CC1)N1CCN(CC1)C(C(F)(F)F)=O